N-(2-chlorophenyl)-4-[3-(3,5-dimethylpyrazol-1-yl)-6-oxopyridazin-1-yl]piperidine-1-carboxamide ClC1=C(C=CC=C1)NC(=O)N1CCC(CC1)N1N=C(C=CC1=O)N1N=C(C=C1C)C